C(C)(C)(C)OC(NC1CCN(CC1)C)=O 1-methyl-(piperidin-4-yl)carbamic acid tert-butyl ester